BrC1=CC=CS1 5-bromo-1H-thiophen